(R)-6-(5-(1-(3,5-dichloro-2-fluoropyridin-4-yl)ethoxy)-1H-indazol-3-yl)-1'-isopropyl-8-methoxy-4H-spiro[benzo[d][1,3]dioxine-2,4'-piperidine] ClC=1C(=NC=C(C1[C@@H](C)OC=1C=C2C(=NNC2=CC1)C1=CC2=C(OC3(CCN(CC3)C(C)C)OC2)C(=C1)OC)Cl)F